[3-(dimethylamino) propyl]-11-methyl-4-{3-[(2-octyl-1-oxodecyl) oxy] propyl}-6-oxo-7,11-diaza-5-oxadodec-1-yl 2-octyldecanoate C(CCCCCCC)C(C(=O)OCCCC(OC(NCCCN(CCCCN(C)C)C)=O)CCCOC(C(CCCCCCCC)CCCCCCCC)=O)CCCCCCCC